6-[3-(2,2-difluoroethoxy)pyrazin-2-yl]oxy-5-methyl-N-(4-methyl-1,1-dioxo-thian-4-yl)imidazo[1,2-a]pyridine-2-carboxamide FC(COC=1C(=NC=CN1)OC=1C=CC=2N(C1C)C=C(N2)C(=O)NC2(CCS(CC2)(=O)=O)C)F